(4-(3-(3-methoxyphenyl)cyclobutyl)pyridin-2-yl)methanol COC=1C=C(C=CC1)C1CC(C1)C1=CC(=NC=C1)CO